N1=C(C=CC=C1)S1C=C2C(=C1)C=CC=C2 S-(pyridyl)-2-benzothiophene